8-((4-(6-((2-(2,6-dioxopiperidin-3-yl)-1,3-dioxoisoindolin-4-yl)amino)-N-methylhexanamido)phenyl)amino)-8-oxooctanoic acid O=C1NC(CCC1N1C(C2=CC=CC(=C2C1=O)NCCCCCC(=O)N(C)C1=CC=C(C=C1)NC(CCCCCCC(=O)O)=O)=O)=O